F[C@H]1CN(CC[C@H]1NC1=CC=CN2C(=C(C=C12)C1=NOC(=N1)CNC(=O)C1=NC2=CC=C(C=C2C=C1)OC)SC(F)(F)F)C N-{[3-(8-{[(3S,4R)-3-fluoro-1-methylpiperidin-4-yl]amino}-3-[(trifluoromethyl)sulfanyl]indolizin-2-yl)-1,2,4-oxadiazol-5-yl]methyl}-6-methoxyquinoline-2-carboxamide